1-(5-{[(5-chlorothiophen-2-yl)methyl]amino}-3-{4-[2-(morpholin-4-yl)-2-oxoethyl]piperazin-2-yl}-1H-pyrazol-1-yl)-2,2-dimethylpropan-1-one ClC1=CC=C(S1)CNC1=CC(=NN1C(C(C)(C)C)=O)C1NCCN(C1)CC(=O)N1CCOCC1